C(C)OC(C(C\C=C\CBr)(C)C)=O (E)-6-bromo-2,2-dimethylhex-4-enoic acid ethyl ester